(7-(2-(4-(6-fluorobenzothiophen-4-yl)piperazin-1-yl)ethyl)-2-oxo-3,4-dihydroquinoline-1(2H)-yl)methyl benzoate C(C1=CC=CC=C1)(=O)OCN1C(CCC2=CC=C(C=C12)CCN1CCN(CC1)C1=CC(=CC2=C1C=CS2)F)=O